(5R,8S)-N-(5-chloro-2-fluorophenyl)-1-fluoro-6,7,8,9-tetrahydro-5H-5,8-epiminocyclohepta[c]pyridine-10-carboxamide ClC=1C=CC(=C(C1)NC(=O)N1[C@@H]2CC[C@H]1CC=1C(=NC=CC12)F)F